ClC1=C(C2=C(NC(OC2=O)=O)C=C1)OCC 6-chloro-5-ethoxy-2H-benzo[d][1,3]oxazine-2,4(1H)-dione